COC1=C(CNC2=C(C=3N(C=N2)N=CC3CC)OC)C=CC(=C1)OC N-(2,4-dimethoxybenzyl)-3-ethyl-4-methoxypyrazolo[1,5-c]pyrimidin-5-amine